4,6-difluoro-1,3-benzothiazol-5-amine FC1=C(C(=CC2=C1N=CS2)F)N